2-AMINOTHIOPHENE-4-CARBOXALDEHYDE NC=1SC=C(C1)C=O